N=1CCC=C2C=CC=CC12 2,3-dihydroquinolin